C(C1CO1)OCCC[Si](OC)(OC)OC (glycidyloxy)propyltrimethoxysilane